Br.N[C@]1(C(NC(CC1)=O)=O)C (R)-3-amino-3-methylpiperidine-2,6-dione hydrobromide